FC(C(=O)N)(C(C(F)F)(O)C1=CC=C(C=C1)F)F 2,2,4,4-tetrafluoro-3-(4-fluorophenyl)-3-hydroxybutanamide